BrCCCCCCCCCCC1=CC(=C(C=C1)C)C 4-(10-bromodecyl)-1,2-dimethyl-benzene